(2S,3S)-2-((tert-butoxycarbonyl)amino)-3-hydroxybutyric acid C(C)(C)(C)OC(=O)N[C@H](C(=O)O)[C@H](C)O